3,7,8-naphthalenetricarboxylic acid C1=CC(=CC2=CC=C(C(=C12)C(=O)O)C(=O)O)C(=O)O